C(CC)OC(C#CCC\C=C\CC)OCCC (6E)-1,1-dipropoxy-6-nonen-2-yne